8-(2-(Difluoromethoxy)ethyl)-1,4-dioxaspiro[4.5]decane-8-carbonitrile FC(OCCC1(CCC2(OCCO2)CC1)C#N)F